O=C1NC(CCC1C=1C=CC(=NC1)N1CCC(CC1)C(=O)N1CCN(CC1)C1=NN=C(S1)C=1C(=CC(=NC1)C1=CC=C2N1N=CC(=C2)C#N)NC)=O 7-{5-[5-(4-{1-[5-(2,6-dioxopiperidin-3-yl)pyridin-2-yl]piperidine-4-carbonyl}piperazin-1-yl)-1,3,4-thiadiazol-2-yl]-4-(methylamino)pyridin-2-yl}pyrrolo[1,2-b]pyridazine-3-carbonitrile